benzyltin triacrylate C(C=C)(=O)[O-].C(C=C)(=O)[O-].C(C=C)(=O)[O-].C(C1=CC=CC=C1)[Sn+3]